NC1=NNC2=CC=C(C=C12)C1=C2C(=NC=C1)NC(=C2)C=2C=C(C=CC2)CS(=O)(=O)N (3-(4-(3-Amino-1H-indazol-5-yl)-1H-pyrrolo[2,3-b]pyridin-2-yl)phenyl)methanesulfonamide